CSCCC=C 1-methylthio-3-butene